C(#N)[C@H](C[C@@H]1C(NCC1)=O)NC(=O)[C@H]1N([C@@H]2CC([C@H]1CC2)(F)F)C(=O)C2(C1=CC=CC=C1C=1C=CC=CC21)O (1S,3S,4S)-N-((S)-1-cyano-2-((R)-2-oxopyrrolidin-3-yl)ethyl)-5,5-difluoro-2-(9-hydroxy-9H-fluorene-9-carbonyl)-2-azabicyclo[2.2.2]octane-3-carboxamide